1-[4-(4-{[(1S)-2-hydroxy-1-phenylethyl]carbamoyl}-1H-1,2,3-triazol-1-yl)butyl]-N-{[4-(trifluoromethyl)pyridin-2-yl]methyl}-1H-1,2,3-triazole-4-carboxamide OC[C@H](C1=CC=CC=C1)NC(=O)C=1N=NN(C1)CCCCN1N=NC(=C1)C(=O)NCC1=NC=CC(=C1)C(F)(F)F